C(=C)(C)OP(O)(O)=O phosphoric acid isopropenyl ester